4-(2-(Cyclopropanesulfonamido)pyrimidin-4-yl)-N-(5-(6-ethoxypyrazin-2-yl)pyridin-2-yl)-1-((trifluoromethyl)sulfonyl)piperidine-4-carboxamide C1(CC1)S(=O)(=O)NC1=NC=CC(=N1)C1(CCN(CC1)S(=O)(=O)C(F)(F)F)C(=O)NC1=NC=C(C=C1)C1=NC(=CN=C1)OCC